Cl[Pt+2]Cl bischloroplatinum (iv)